tert-butyl ((1r,3r)-3-morpholinocyclobutyl)carbamate O1CCN(CC1)C1CC(C1)NC(OC(C)(C)C)=O